CC1=CN2C(=O)C=C(N=C2C(=C1)[C@@H](C)NC3=CC=CC=C3C(=O)O)N4CCOCC4 (-)-2-[[(1R)-1-[7-Methyl-2-(4-morpholinyl)-4-oxo-4H-pyrido[1,2-a]pyrimidin-9-yl]ethyl]amino]benzoic acid